tert-Butyl (3R,5S)-4-(3-((4-(2,6-dioxopiperidin-3-yl)pyridin-2-yl)oxy)propyl)-3,5-dimethylpiperazine-1-carboxylate O=C1NC(CCC1C1=CC(=NC=C1)OCCCN1[C@@H](CN(C[C@@H]1C)C(=O)OC(C)(C)C)C)=O